C(#C)C=1C=C(C=CC1)S(=O)(=O)N1CC(C1)(F)F 1-((3-ethynylphenyl)sulfonyl)-3,3-difluoroazetidine